5-((1S,5R)-1-(5-(3-fluoropyrrolidin-3-yl)-1,3,4-oxadiazol-2-yl)-5-(trifluoromethyl)-3-azabicyclo[3.1.0]hexan-3-yl)quinoline-8-carbonitrile FC1(CNCC1)C1=NN=C(O1)[C@@]12CN(C[C@]2(C1)C(F)(F)F)C1=C2C=CC=NC2=C(C=C1)C#N